C(OC=1C=C(C=CC1)C1(C(CN(CC1)C(CC1=C(C=C(C(=C1)F)F)F)=O)CN(C([2H])([2H])[2H])C)OC(C1=CC=CC=C1)=O)([2H])([2H])[2H] 4-(3-(methoxy-d3)phenyl)-3-((methyl(methyl-d3)amino)methyl)-1-(2-(2,4,5-trifluorophenyl)acetyl)piperidin-4-ylbenzoate